C1(CCCCC1)CN1N=NC(=C1)C1=CC=C(C=C1)B1OC(C(O1)(C)C)(C)C 1-(cyclohexylmethyl)-4-(4-(4,4,5,5-tetramethyl-1,3,2-dioxaborolan-2-yl)phenyl)-1H-1,2,3-triazole